N-(4-((R)-2-(5-chloro-6-methoxypyridin-3-yl)propyl)-6-(((R)-1-hydroxy-4-methylpentan-2-yl)amino)-1,3,5-triazin-2-yl)methanesulfonamide ClC=1C=C(C=NC1OC)[C@@H](CC1=NC(=NC(=N1)N[C@@H](CO)CC(C)C)NS(=O)(=O)C)C